Benzyl (1R,2R,3S,4S)-3-aminobicyclo[2.2.1]hept-5-ene-2-carboxylate Hydrochloride Cl.N[C@@H]1[C@@H]([C@H]2C=C[C@@H]1C2)C(=O)OCC2=CC=CC=C2